FC1=C(CC2=NC3=C(N2CC2OCC2)C=C(C=C3OC)C(=O)O)C=C(C(=C1)C1=NC(=CC=C1)OCC1=NOC=C1)F 2-(2,5-difluoro-4-(6-(isoxazol-3-ylmethoxy)pyridin-2-yl)benzyl)-4-methoxy-1-(oxetan-2-ylmethyl)-1H-benzo[d]imidazole-6-carboxylic acid